2-(chloromethyl)-3-methyl-quinazoline ethyl-1-{3-[(3,5-difluorophenyl)methoxy]-5-(methoxymethyl)pyridin-2-yl}pyrazole-4-carboxylate C(C)OC(=O)C=1C=NN(C1)C1=NC=C(C=C1OCC1=CC(=CC(=C1)F)F)COC.ClCC1N=C2C=CC=CC2=CN1C